C(C)(C)(C)OC(=O)N1[C@@H](C[C@@H](C1)C1=CC(=C(C=C1)OC(F)F)OCC1CC1)C(=O)O (2S,4R)-1-tert-butyloxycarbonyl-4-(3-(cyclopropylmethoxy)-4-(difluoromethoxy)phenyl)-pyrrolidine-2-carboxylic acid